4-(6-(4-(2-(2-aminopyridin-3-yl)-5-phenyl-3H-imidazo[4,5-b]pyridin-3-yl)benzyl)-2,6-diazaspiro[3.4]octan-2-yl)-1,3,5-triazine-2-carbonitrile NC1=NC=CC=C1C1=NC=2C(=NC(=CC2)C2=CC=CC=C2)N1C1=CC=C(CN2CC3(CN(C3)C3=NC(=NC=N3)C#N)CC2)C=C1